C1(CC1)C1=NNC(=N1)C1CC2(CN(C2)C(=O)N2CC3(C2)CC(C3)CC3=C(C=C(C=C3)C(F)(F)F)S(=O)(=N)C)C1 [6-(3-cyclopropyl-1H-1,2,4-triazol-5-yl)-2-azaspiro[3.3]heptan-2-yl]-[6-[2-(methylsulfonimidoyl)-4-(trifluoromethyl)benzyl]-2-azaspiro[3.3]heptan-2-yl]methanone